6-(4-amino-2,6-dichlorophenoxy)-2-(cyclopropylmethyl)-3,4-dihydroisoquinoline NC1=CC(=C(OC=2C=C3CCN(CC3=CC2)CC2CC2)C(=C1)Cl)Cl